COC1CN(CC1)C=1C(C(C1NC1=CC=C(C=C1)C1=NOC(=N1)C(F)(F)F)=O)=O 3-(3-methoxypyrrolidin-1-yl)-4-((4-(5-(trifluoromethyl)-1,2,4-oxadiazol-3-yl)phenyl)amino)cyclobut-3-ene-1,2-dione